N1C=CC=2C(=CC=CC12)C(=O)NC(C(=O)O)CC1=CC=CC=C1 2-(1H-indole-4-carbonylamino)-3-phenylpropanoic acid